8-[1-[2-(5,5-dimethyl-1,3,2-dioxaborinan-2-yl)-4-fluoro-anilino]ethyl]-3,6-dimethyl-chromen-4-one CC1(COB(OC1)C1=C(NC(C)C=2C=C(C=C3C(C(=COC23)C)=O)C)C=CC(=C1)F)C